BrC1=CC2=C(C(=N1)NC=1C=CC(=C(C(=O)NCCC(F)F)C1)C)N(C=N2)C(C)C 5-((6-bromo-3-isopropyl-3H-imidazo[4,5-c]pyridin-4-yl)amino)-N-(3,3-difluoropropyl)-2-methylbenzamide